C1(CCCCC1)CCOC1=CC=C(C=C1)C1(CCCC1)C(=O)N[C@@H](C)C1=CC=C(C(=O)O)C=C1 4-[(1S)-1-[[1-[4-(2-Cyclohexylethoxy)phenyl]cyclopentanecarbonyl]amino]ethyl]benzoic acid